(4-(naphthalen-2-yl)phenyl)-boric acid C1=C(C=CC2=CC=CC=C12)C1=CC=C(C=C1)OB(O)O